N[C@@H]1C[C@H](C1)OC=1C=2N(C=C(C1)C1=CC(=C(C=C1CC)O)F)C=NC2 trans-4-(8-(3-aminocyclobutoxy)imidazo[1,5-a]pyridin-6-yl)-5-ethyl-2-fluorophenol